CN1C=CC2=C(C=CC=C12)N(C)C(=O)OC(C)(C)C methyl-4-[(tert-butoxycarbonyl)(methyl)amino]-1H-indole